(3S,4R)-N-[5-chloro-7-(2-methylpropyl)imidazo[4,3-f][1,2,4]triazin-2-yl]-3-fluoro-1-methanesulfonylpiperidin-4-amine ClC=1N=C(N2N=C(N=CC21)N[C@H]2[C@H](CN(CC2)S(=O)(=O)C)F)CC(C)C